C(C1=CC=CC=C1)N[C@@H]([C@H](NCC1=CC=CC=C1)C1=CC=CC=C1)C1=CC=CC=C1 (1R,2R)-N,N'-dibenzyl-1,2-diphenyl-1,2-ethylenediamine